4-((4-sulfamoyl-benzyl)diazenyl)benzoic acid S(N)(=O)(=O)C1=CC=C(CN=NC2=CC=C(C(=O)O)C=C2)C=C1